N-(3-chloro-5-(methylsulfonamido)phenyl)-7-methylthieno[3,2-c]pyridine-2-carboxamide ClC=1C=C(C=C(C1)NS(=O)(=O)C)NC(=O)C1=CC=2C=NC=C(C2S1)C